3-(2-methoxyethoxycarbonyl)thioxanthone COCCOC(=O)C=1C=CC=2C(C3=CC=CC=C3SC2C1)=O